5,7-difluoro-chroman-4-one FC1=C2C(CCOC2=CC(=C1)F)=O